C(CCC)SSCCCC 1-butyldisulfanylbutane